NC1=NC=CC=C1C1=NC2=C(N1C=1C=CC(=NC1)NC(=O)C1=CC=C(C(=O)O)C=C1)C=C(C=C2)OC(F)(F)F 4-((5-(2-(2-aminopyridin-3-yl)-6-(trifluoromethoxy)-1H-benzo[d]imidazol-1-yl)pyridin-2-yl)carbamoyl)benzoic acid